BrC=1C=C2C3(C(N(C2=CC1)C(=O)OC(C)(C)C)=O)CCC1(CC3)OCCO1 tert-butyl 5''-bromo-2''-oxodispiro[1,3-dioxolane-2,1'-cyclohexane-4',3''-indole]-1''-carboxylate